1-((9H-Fluoren-9-yl)methyl) 2-(1,3-difluoropropan-2-yl) (S)-5-oxopyrrolidine-1,2-dicarboxylate O=C1CC[C@H](N1C(=O)OCC1C2=CC=CC=C2C=2C=CC=CC12)C(=O)OC(CF)CF